2-fluoro-5-methoxy-N-methyl-4-nitrobenzamide FC1=C(C(=O)NC)C=C(C(=C1)[N+](=O)[O-])OC